C1(=CC=CC2=CC=CC=C12)N naphthalene-amine